(3S,4S)-4-fluoro-1-(propan-2-yl)pyrrolidin-3-ol F[C@@H]1[C@H](CN(C1)C(C)C)O